D-glucopyranosyl-(1→4)-[α-D-glucopyranosyl-(1→6)]-D-glucose C1([C@H](O)[C@@H](O)[C@H](O)[C@H](O1)CO)O[C@@H]([C@@H]([C@H](C=O)O)O)[C@H](O)CO[C@@H]1[C@H](O)[C@@H](O)[C@H](O)[C@H](O1)CO